ClC1=C(C=C(C=2C([C@]3(C(=CC(C[C@H]3C)=O)OC)OC21)=O)OC)C=2C=NC=CC2 (2S,5'R)-7-chloro-3',4-dimethoxy-5'-methyl-6-(3-pyridyl)spiro[benzofuran-2,4'-cyclohex-2-ene]-1',3-dione